3-Methyl-4-(8-phenyl-1,4-dioxaspiro[4.5]decan-8-yl)isoxazole CC1=NOC=C1C1(CCC2(OCCO2)CC1)C1=CC=CC=C1